CC(C)(OC(NCCOCCOCCOCCOCCOCCOCC(=O)OC1CNC(C1)C(NCC1=CC=C(C=C1)C1=C(N=CS1)C)=O)=O)C 5-((4-(4-methylthiazol-5-yl)benzyl)carbamoyl)pyrrolidin-3-yl 2,2-dimethyl-4-oxo-3,8,11,14,17,20,23-heptaoxa-5-azapentacosan-25-oate